2-(2,6-dioxopiperidin-3-yl)-5-(3-(3-(4-(3-(5-(5-methyl-5H-pyrido[4,3-b]indol-7-yl)pyridin-2-yl)prop-2-yn-1-yl)piperazin-1-yl)propoxy)azetidin-1-yl)isoindoline-1,3-dione O=C1NC(CCC1N1C(C2=CC=C(C=C2C1=O)N1CC(C1)OCCCN1CCN(CC1)CC#CC1=NC=C(C=C1)C=1C=CC=2C3=C(N(C2C1)C)C=CN=C3)=O)=O